Propyl-(naphthyl)silane C(CC)[SiH2]C1=CC=CC2=CC=CC=C12